3-ethyl-5-fluoro-2-[3-(trifluoromethyl)phenoxy]-6-[3-(trifluoromethyl)pyrazol-1-yl]pyridine C(C)C=1C(=NC(=C(C1)F)N1N=C(C=C1)C(F)(F)F)OC1=CC(=CC=C1)C(F)(F)F